1-(4-isopropylphenyl)-3-(3,5-dimethoxystyryl)-5-(3,5-dimethoxystyryl)-pyrazoline C(C)(C)C1=CC=C(C=C1)N1NC(=CC1C=CC1=CC(=CC(=C1)OC)OC)C=CC1=CC(=CC(=C1)OC)OC